N-methyl-N-(3-(methylsulfonyl)benzyl)piperidin-4-amine CN(C1CCNCC1)CC1=CC(=CC=C1)S(=O)(=O)C